O[C@@H]1C[C@@H](OC2=C1C=C(C=C2)C(F)(F)F)C(=O)NC21CC(C2)(C1)N1N=C2C=NC(=CC2=C1)OC (2R,4R)-4-hydroxy-N-[3-(5-methoxy-2H-pyrazolo[3,4-c]pyridin-2-yl)bicyclo[1.1.1]pentan-1-yl]-6-(trifluoromethyl)-3,4-dihydro-2H-1-benzopyran-2-carboxamide